(S)-(3-(difluoromethyl)-1-methyl-1H-pyrazol-5-yl)(4-(7-fluorobenzo[d]oxazol-2-yl)-6,7-dihydro-1H-imidazo[4,5-c]pyridin-5(4H)-yl)methanone FC(C1=NN(C(=C1)C(=O)N1[C@@H](C2=C(CC1)NC=N2)C=2OC1=C(N2)C=CC=C1F)C)F